C(#N)COC1=C(C(=C(C=C1)C1=CN=C2N1C=CN=C2NC2=CC(=C(C(=O)N1CCN(CC1)C(CN(C(OC(C)(C)C)=O)C)=O)C=C2)C)F)F Tert-butyl (2-(4-(4-((3-(4-(cyanomethoxy)-2,3-difluorophenyl)imidazo[1,2-a]pyrazin-8-yl)amino)-2-methylbenzoyl)piperazin-1-yl)-2-oxoethyl)(methyl)carbamate